ClC1=C(C=CC=C1C1=NC(=C(C=O)C=C1)OC)C1=C(C(=CC=C1)C1=CC(=C(C=C1)C=O)\C=C\C1=CC=C(C=C1)OC)Cl (E)-6-(2,2'-dichloro-4''-formyl-3''-(4-methoxystyryl)-[1,1':3',1''-terphenyl]-3-yl)-2-methoxynicotinaldehyde